3-amino-4-(1-((5-methoxy-7-methyl-1H-indol-4-yl)methyl)piperidin-2-yl)benzoic acid NC=1C=C(C(=O)O)C=CC1C1N(CCCC1)CC1=C2C=CNC2=C(C=C1OC)C